5-(3-fluoro-4-{4-[(2,2,2-trifluoroethyl)carbamoyl]-1H-1,2,3-triazol-1-yl}butyl)-N-{[4-(trifluoromethyl)pyridin-2-yl]methyl}-1,3,4-thiadiazole-2-carboxamide FC(CCC1=NN=C(S1)C(=O)NCC1=NC=CC(=C1)C(F)(F)F)CN1N=NC(=C1)C(NCC(F)(F)F)=O